(S)-N-((R or S)-(3-chloro-4-fluorophenyl)(1-methyl-3-(tri-fluoromethyl)-1H-pyrazol-5-yl)methyl)-2-oxoimidazolidine-4-carboxamide ClC=1C=C(C=CC1F)[C@@H](NC(=O)[C@H]1NC(NC1)=O)C1=CC(=NN1C)C(F)(F)F |o1:8|